ClC=1C=C(C=CC1)N1N=CC(=C1)C=1C(=NC=CC1)C(=O)NC=1C(=NN(C1)CCOCCOC)C1=NC=CC=C1 (1-(3-chlorophenyl)-1H-pyrazol-4-yl)-N-(1-(2-(2-methoxyethoxy)ethyl)-3-(pyridin-2-yl)-1H-pyrazol-4-yl)picolinamide